ClC=1C=C(C=C(C1)Cl)[C@H](CC(=O)O)N(C1CC2(CN(C2)CCC2=NC=3NCCCC3C=C2)C1)C(=O)OC (S)-3-(3,5-dichlorophenyl)-3-((methoxycarbonyl)(2-(2-(5,6,7,8-tetrahydro-1,8-naphthyridin-2-yl)ethyl)-2-azaspiro[3.3]hept-6-yl)amino)propionic acid